CC1CC2N(C(C1)C2)C(=O)NC2=CC(=C(C=C2)C)C2=NC=CC=C2 3-Methyl-N-(4-methyl-3-(pyridin-2-yl)phenyl)-6-azabicyclo[3.1.1]heptane-6-carboxamide